C(C=C)(=O)N1[C@@H]([C@H](OCC1)C1=CC(=NC(=C1)Cl)C1=CC(=NC=N1)C(=O)NC)C 6-(4-((2R,3R)-4-acryloyl-3-methylmorpholin-2-yl)-6-chloropyridin-2-yl)-N-methylpyrimidine-4-carboxamide